C(C1=CC=CC=C1)OC=1C=C2C(=C(N(C2=CC1)CC1=CC=C(CCNC2CCC2)C=C1)C1=C(C=CC=C1C)C)F N-(4-((5-(benzyloxy)-2-(2,6-dimethylphenyl)-3-fluoro-1H-indol-1-yl)methyl)phenethyl)cyclobutanamine